FCC1(CC1)NC=O N-(1-(fluoromethyl)cyclopropyl)formamide